FC1=C(C=CC(=C1C(=O)C1=NNC2=NC=C(C=C21)C2=CC(=CC=C2)F)F)NS(=O)(=O)CCC N-(2,4-Difluoro-3-(5-(3-fluorophenyl)-1H-pyrazolo[3,4-b]pyridin-3-carbonyl)phenyl)-propan-1-sulfonamid